ClC1=CC=C2C=CN(C2=C1)CC(=O)OCC ethyl 2-(6-chloro-1H-indol-1-yl)acetate